FC(C=1C(=CC=NC1)N)(F)F 5-(trifluoromethyl)pyridin-4-amine